C(CCCCCCCC)(=O)O[C@@H]1[C@](O[C@H](C1)N1C=CC2=C1N=C(N=C2N)Cl)(CO)C#C (2R,3S,5R)-5-(4-amino-2-chloro-7H-pyrrolo[2,3-d]pyrimidin-7-yl)-2-ethynyl-2-(hydroxymethyl)tetrahydrofuran-3-yl nonanoate